3-cyano-N-(2-(dimethylamino)ethyl)-4-(4-methoxy-4-methylpiperidin-1-yl)-2-oxo-1,2-dihydro-1,7-naphthyridine-6-carboxamide C(#N)C=1C(NC2=CN=C(C=C2C1N1CCC(CC1)(C)OC)C(=O)NCCN(C)C)=O